diphenyl-(2-(4-phenylnaphthalen-1-yl)phenyl)phosphine C1(=CC=CC=C1)P(C1=C(C=CC=C1)C1=CC=C(C2=CC=CC=C12)C1=CC=CC=C1)C1=CC=CC=C1